NC1=CC=CC2=CC3=CC=CC(=C3C=C12)N 4,5-diaminoanthracene